O1C=CC=2C1=NC=CC2 Furano[b]pyridine